FC=1C(=CC2=CN(N=C2C1)CCI)NC(OC(C)(C)C)=O tert-butyl N-[6-fluoro-2-(2-iodoethyl)indazol-5-yl]carbamate